S1C(=NC2=C1C=CC=C2)NC(=O)C=2C=CC=C1CCN(CC21)C2=CC=C(C(=N2)C(=O)OC(C)(C)C)C2=C(C(=CC=C2)OCCCC2CCN(CC2)CC(OCC)OCC)C tert-butyl 6-[8-(1,3-benzothiazol-2-ylcarbamoyl)-3,4-dihydro-1H-isoquinolin-2-yl]-3-[3-[3-[1-(2,2-diethoxyethyl)-4-piperidyl]propoxy]-2-methyl-phenyl]pyridine-2-carboxylate